S([O-])(O)(=O)=O.C(CCCC)[N+](C)(C)CCCCC dipentyldimethyl-ammonium bisulfate